5'-((5S)-1-(4-amino-1,3-dihydrofuro[3,4-c][1,7]naphthyridine-8-carbonyl)-5-methylpiperidin-2-yl)-7'-fluorospiro[cyclobutane-1,3'-indolin]-2'-one NC1=NC=2C=NC(=CC2C2=C1COC2)C(=O)N2C(CC[C@@H](C2)C)C=2C=C1C3(C(NC1=C(C2)F)=O)CCC3